P(O)(=O)(OP(=O)(O)OP(=O)(O)O)OC[C@@H]1[C@H]([C@H]([C@@H](O1)N1N=NC=2C(=O)NC(N)=NC12)O)O 8-azaguanosine 5'-triphosphate